COC1=CC=C(C=N1)OC1CCN(CC1)C1=NC=2N(C=C1C)C(N(N2)C)=O 7-(4-((6-methoxypyridin-3-yl)oxy)piperidin-1-yl)-2,6-dimethyl-[1,2,4]triazolo[4,3-a]pyrimidin-3(2H)-one